(((4s,6s)-9-(5-(2-hydroxypropan-2-yl)pyrazin-2-yl)-8-oxo-7-oxa-9-azadispiro[2.2.46.23]dodecane-4-yl)methyl)-1H-benzo[d]imidazole-6-carbonitrile OC(C)(C)C=1N=CC(=NC1)N1C(O[C@@]2(C[C@@H](C3(CC3)CC2)CN2C=NC3=C2C=C(C=C3)C#N)C1)=O